(1-(6-chloro-3,5-dicyano-4-cyclopropylpyridin-2-yl)-4-methylpiperidin-4-yl)carbamic acid tert-butyl ester C(C)(C)(C)OC(NC1(CCN(CC1)C1=NC(=C(C(=C1C#N)C1CC1)C#N)Cl)C)=O